N-[(5-Chlorothiophen-2-yl)methyl]-3-[8-(morpholin-4-carbonyl)-8-azabicyclo[3.2.1]octan-3-yl]-1-(1,3-thiazol-4-carbonyl)-1H-pyrazol-5-amin ClC1=CC=C(S1)CNC1=CC(=NN1C(=O)C=1N=CSC1)C1CC2CCC(C1)N2C(=O)N2CCOCC2